N-(2-fluorobenzyl)-N'-hydroxybenzamidine FC1=C(CNC(C2=CC=CC=C2)=NO)C=CC=C1